methyl 2-(2'-bromomethylphenyl)-2-methoxyiminoacetate BrCC1=C(C=CC=C1)C(C(=O)OC)=NOC